C(C)OC=1C=C(C=CC1O)CCC(C)=O 4-(3-ethoxy-4-hydroxyphenyl)butane-2-one